ClC1=C(C(=CC=C1)F)N1C=CC2=C(C(=CC=C12)N1CCC2(CCNC2)CC1)CO (1-(2-chloro-6-fluorophenyl)-5-(2,8-diazaspiro[4.5]decan-8-yl)-1H-indol-4-yl)methanol